N1(C=NC=C1)CCCN1C=C(C2=CC=CC=C12)N1C(C=C(C1=O)NC1=CC=CC=C1)=O 1-(3-imidazol-1-yl-propyl-1H-indol-3-yl)-4-anilino-1H-pyrrole-2,5-dione